OC[C@H]1N(C[C@@H]([C@H]([C@@H]1O)O)O)CC1=CC=C(C=C1)CNC1=CC(=CC(=C1)C=1NC=CC1)C (2R,3R,4R,5S)-2-(hydroxymethyl)-1-{[4-({[3-methyl-5-(1H-pyrrol-2-yl)phenyl]amino}methyl)phenyl]methyl}piperidine-3,4,5-triol